BrC1=C(C=C(C(=O)N2CC=3N=C(N(C(C3C[C@H]2C)=O)C2=CC=C(C(=O)NC)C=C2)Cl)C=C1)C(F)(F)F 4-[(6R)-7-[4-bromo-3-(trifluoromethyl)benzoyl]-2-chloro-6-methyl-4-oxo-3H,4H,5H,6H,7H,8H-pyrido[3,4-d]Pyrimidin-3-yl]N-methylbenzamide